7-Bromo-5-((3-fluorophenoxy)methyl)benzofuran BrC1=CC(=CC=2C=COC21)COC2=CC(=CC=C2)F